pentadecan-yl-3-methyl-2-oxopropan C(CCCCCCCCCCCCCC)CC(CC)=O